N[C@H](C(=O)NC1=NC=NN2C1=CC=C2[C@@]2(O[C@@H]([C@H]([C@H]2O)O)CO)C#N)C(C)C (2S)-2-amino-N-{7-[(2R,3R,4S,5R)-2-cyano-3,4-dihydroxy-5-(hydroxymethyl)oxacyclopent-2-yl]pyrrolo[2,1-f][1,2,4]triazin-4-yl}-3-methylbutanamide